[2-[4-fluoro-2-(2-methyl-5-propan-2-yl-pyrazol-3-yl)oxyphenyl]pyrimidin-5-yl]methylamine FC1=CC(=C(C=C1)C1=NC=C(C=N1)CN)OC=1N(N=C(C1)C(C)C)C